4-bromo-7,8,9,10-tetrahydro-6H-benzo[4,5]imidazo[1,2-a]azepine BrC1=CC=CC2=C1N=C1N2CCCCC1